C(C)OC(=O)[C@@]1(N(C([C@@H]1C)=O)CC1=CC=CC=C1)CCN1C(C2=CC=CC=C2C1=O)=O (2R,3R)-1-benzyl-2-[2-(1,3-dioxo-1,3-dihydro-isoindol-2-yl)-ethyl]3-methyl-4-oxoazetidine-2-carboxylic acid ethyl ester